TETRAHYDRO-1-NAPHTHYLAMINE C1(CCCC2=CC=CC=C12)N